diallyltrisulfide C(C=C)SSSCC=C